C(C)(C)(C)OC(=O)NC1=CC=C(N=N1)CC1(C(N([C@@H](C1)CC)C(=O)OC(C)(C)C)=O)C(=O)OC 1-(tert-butyl) 3-methyl (5R)-3-((6-((tert-butoxycarbonyl)amino)pyridazin-3-yl)methyl)-5-ethyl-2-oxopyrrolidine-1,3-dicarboxylate